C[C@@H]1CN(CCN1C=1C2=C(N=C(N1)OC[C@H]1N(CCC1)C)CNCC2)C(=O)OC(C)(C)C tert-butyl (3R)-3-methyl-4-[2-[[(2S)-1-methylpyrrolidin-2-yl]methoxy]-5,6,7,8-tetrahydropyrido[3,4-d]pyrimidin-4-yl]piperazine-1-carboxylate